2-pentylnonanol C(CCCC)C(CO)CCCCCCC